OC=1C(=CC2=C(C=CC(O2)(C)C)C1)OC 6-hydroxy-7-methoxy-2,2-dimethyl-1(2H)-benzopyran